ClC1=C(C(=O)N2N=C(C(=C2OCC2=CC=C(C=C2)C(N)=N)OC)C2N(C(C2C(F)(F)F)=O)S(N(C)C)(=O)=O)C=CC=C1 4-({[1-(2-chlorobenzoyl)-3-[1-(dimethylsulfamoyl)-4-oxo-3-(trifluoromethyl)azetidin-2-yl]-4-methoxy-1H-pyrazol-5-yl]oxy}methyl)benzene-1-carboximidamide